C1(CCC1)N1C(=NC2=C1C=CC(=C2)C(=O)O)C=2N(C(C(=C(N2)C(NC=2C=NOC2)=O)O)=O)C 1-cyclobutyl-2-(5-hydroxy-4-(isoxazol-4-ylcarbamoyl)-1-methyl-6-oxo-1,6-dihydropyrimidin-2-yl)-1H-benzo[d]imidazole-5-carboxylic acid